CC1=C(C2=CC=CC=C2C(=C1)OC(CCCCCCCCC)=O)OC(CCCCCCCCC)=O 2-methyl-1,4-bis(n-decanoyloxy)naphthalene